2-[7-methyl-6-(4-morpholinophenyl)-4-(trifluoromethyl)indazol-2-yl]-2-spiro[6,7-dihydropyrrolo[1,2-c]imidazole-5,1'-cyclopropane]-1-yl-N-thiazol-2-yl-acetamide CC1=C(C=C(C2=CN(N=C12)C(C(=O)NC=1SC=CN1)C1=C2N(C=N1)C1(CC1)CC2)C(F)(F)F)C2=CC=C(C=C2)N2CCOCC2